S1CCC(CC1)OC1=CC=C(N)C=C1 4-((tetrahydro-2H-thiopyran-4-yl)oxy)aniline